CC1=NC(SC1C)CC(C)C 2,5-dihydro-4,5-dimethyl-2-(2-methylpropyl)-thiazole